ethyl 2-(4-(2-((6-(5-(2-ethoxyphenoxy) pyridin-3-yl) pyrazin-2-yl) amino)-2-ketoethyl) phenyl)-2,2-difluoroacetate C(C)OC1=C(OC=2C=C(C=NC2)C2=CN=CC(=N2)NC(CC2=CC=C(C=C2)C(C(=O)OCC)(F)F)=O)C=CC=C1